C(C)(C)(C)OC(=O)N1C[C@@H](CC1)C(=O)O (3R)-1-[(tert-butoxy)carbonyl]pyrrolidine-3-carboxylic acid